P(OCC1=C(N=NN1C1=C(C=CC=C1Cl)Cl)C1CC1)([O-])=O ((4-cyclopropyl-1-(2,6-dichlorophenyl)-1H-1,2,3-triazol-5-yl) methyl) phosphonate